tert-butyl N-[5-methoxy-6-(2-oxopyrrolidin-1-yl)pyridazin-3-yl]carbamate COC=1C=C(N=NC1N1C(CCC1)=O)NC(OC(C)(C)C)=O